C(C)(=O)OC[C@@H]1[C@H]([C@@H](CC(O1)OC(C)=O)OC(C)=O)OC(C)=O (4R,5S,6R)-6-(Acetyloxymethyl)-tetrahydro-2,4,5-triacetoxy-pyran